N1CC(C1)C(=O)N1[C@@H]2CN([C@H](C1)C2)C2=CC=C(C=N2)C=2C=C(C=1N(C2)N=CC1C#N)OC 6-(6-((1S,4S)-5-(azetidine-3-carbonyl)-2,5-diazabicyclo[2.2.1]heptan-2-yl)pyridin-3-yl)-4-methoxypyrazolo[1,5-a]pyridine-3-carbonitrile